6-nonynal C(CCCCC#CCC)=O